C(C)(C)(C)OC(C1=CC(=NC(=C1)OC1=CC=C(C=C1)SC(F)(F)F)Cl)=O t-butyl-2-chloro-6-(4-((trifluoromethyl)thio)phenoxy)isonicotinate